ClC1=CC=C(C=N1)CN1[C@@H](CCN2C1=NC(=CC2=O)N2[C@@H](COC[C@H]2C)C)C(F)(F)F (S)-9-(6-Chloropyridin-3-ylmethyl)-2-((3R,5R)-3,5-dimethylmorpholin-4-yl)-8-trifluoromethyl-6,7,8,9-tetrahydropyrimido[1,2-a]pyrimidin-4-one